OC1=C(C(=CC=C1)OCC1=CC=CC=C1)C(C=CC1=CC=CC=C1)=O 1-(2-Hydroxy-6-phenylmethoxyphenyl)-3-phenylprop-2-en-1-one